2-amino-4-(3-aminophenyl)but-3-yn-1-ol NC(CO)C#CC1=CC(=CC=C1)N